methyl 7-isopropoxy-2-(1-(methoxymethyl)-2-oxabicyclo[2.2.1]heptan-4-yl)imidazo[1,2-a]pyrimidine-6-carboxylate C(C)(C)OC1=NC=2N(C=C1C(=O)OC)C=C(N2)C21COC(CC2)(C1)COC